BrC1=CC=C(C=2OC(OC21)(C)C2=C(C=C(C=C2)Cl)F)F C4-bromo-2-(4-chloro-2-fluorophenyl)-7-fluoro-2-methylbenzo[d][1,3]dioxole